thiocyanate trisodium salt [Na+].[Na+].[Na+].[S-]C#N.[S-]C#N.[S-]C#N